CC1=C(C=2C3C(COC2C=C1C)CCC=C3)O 2,3-Dimethyl-6a,7,8,10a-tetrahydro-6H-benzo[c]chromen-1-ol